O=C1NC(CCC1N1C(C2=CC=C(C=C2C1=O)OCCCCCCC1=NC=C(C=N1)OC1CC(C1)OC1=NC=C(C=C1)C=1C=CC=2C3=C(N(C2C1)C)C=CN=C3)=O)=O 2-(2,6-dioxopiperidin-3-yl)-5-((6-(5-((1r,3r)-3-((5-(5-methyl-5H-pyrido[4,3-b]indol-7-yl)pyridin-2-yl)oxy)cyclobutoxy)pyrimidin-2-yl)hexyl)oxy)isoindoline-1,3-dione